CC=1C=C(CC2COC3(N(C2=O)C2=CC=CC=C2)C=CC(C=C3)=O)C=C(C1)C (1s)-3-(3,5-dimethyl-benzyl)-5-phenyl-1-oxa-5-azaspiro[5.5]undec-7,10-diene-4,9-dione